BrC1=CC=C(C(=N1)C1=CCC(CC1)(C)C)NC(OC(C)(C)C)=O tert-butyl N-[6-bromo-2-(4,4-dimethylcyclohexen-1-yl)-3-pyridyl]carbamate